(2H-benzo[d][1,2,3]triazol-2-yl)aniline N=1N(N=C2C1C=CC=C2)NC2=CC=CC=C2